CC(C)C(=O)C(C)Cl 2-methyl-4-chloropropione